tert-butyl (s)-2-((4-methyl-3-((1-(7-(pyrrolidin-1-yl)quinolin-5-yl)cyclopropyl)carbamoyl)phenoxy)methyl)azetidine-1-carboxylate CC1=C(C=C(OC[C@H]2N(CC2)C(=O)OC(C)(C)C)C=C1)C(NC1(CC1)C1=C2C=CC=NC2=CC(=C1)N1CCCC1)=O